5-(4-((1,4-dioxan-2-yl)methoxy)-3-methylphenyl)-2-oxo-6-(trifluoromethyl)-1,2-dihydropyridine-3-carboxamide O1C(COCC1)COC1=C(C=C(C=C1)C=1C=C(C(NC1C(F)(F)F)=O)C(=O)N)C